NC=1C2=C(N=CN1)N(C=C2C(=O)OC)CC(=O)N2[C@@H](C[C@H](C2)F)C(NCC2=C(C(=CC=C2)Cl)F)=O methyl 4-amino-7-(2-((2S,4R)-2-((3-chloro-2-fluorobenzyl)carbamoyl)-4-fluoropyrrolidin-1-yl)-2-oxoethyl)-7H-pyrrolo[2,3-d]pyrimidine-5-carboxylate